4-(PYRIDIN-3-YLMETHOXY)PHENYLBORONIC ACID N1=CC(=CC=C1)COC1=CC=C(C=C1)B(O)O